tert-Butyl 4-(1,3-thiazol-5-ylmethyl)piperazine-1-carboxylate S1C=NC=C1CN1CCN(CC1)C(=O)OC(C)(C)C